CC(C)=C 2-methyl-2-propene